ClC=1C(=NC(=NC1)NC1CCOCC1)C=1C=C2C(N(C(C2=CC1)CCO)CC(=O)N[C@H](C)C1=CC(=CC=C1)OC)=O 2-(5-(5-chloro-2-((oxan-4-yl)amino)pyrimidin-4-yl)-1-(2-hydroxyethyl)-3-oxoisoindolin-2-yl)-N-((R)-1-(3-methoxyphenyl)ethyl)acetamide